ClC=1C=C2C=NN(C2=C(C1)C(=O)O)CC1=NC=C(N=C1)C1=CC(=CC=C1)C(F)F 5-chloro-1-((5-(3-(difluoromethyl)phenyl)pyrazine-2-yl)methyl)-1H-indazole-7-carboxylic acid